methyl 2-hydroxy-7,8-dihydro-5H-pyrano[4,3-b]pyridine-3-carboxylate OC1=C(C=C2C(=N1)CCOC2)C(=O)OC